FC1=C(C=CC(=C1)F)S(=O)(=O)NC=1C(=NC=C(C1)C=1C=C2N(NC=CC2=O)C1)OC 2,4-difluoro-N-(2-methoxy-5-(4-Oxo-1,4-dihydropyrrolo[1,2-b]pyridazin-6-yl)pyridin-3-yl)benzenesulfonamide